dimethoxyacetaldehyde COC(C=O)OC